dimethyl-(4-hydroxy-1-naphthaleneyl)sulfonium C[S+](C1=CC=C(C2=CC=CC=C12)O)C